Ethyl (S)-3-(3-(4-Hydroxy-1-methyl-2-oxo-1,2-dihydropyridin-3-yl)ureido)-3-(3'-methoxybiphenyl-3-yl)propanoat OC1=C(C(N(C=C1)C)=O)NC(N[C@@H](CC(=O)OCC)C=1C=C(C=CC1)C1=CC(=CC=C1)OC)=O